BrC1=CC(=C(C=C1)C1=CC(=NO1)C1=NC(=NC(=C1)C)N1CCC(CC1)(F)F)N1CCC2(CC2)CC1 5-(4-bromo-2-(6-azaspiro[2.5]octan-6-yl)phenyl)-3-(2-(4,4-difluoropiperidin-1-yl)-6-methylpyrimidin-4-yl)isoxazole